C(C1=CC=CC=C1)SC=1C=C(C(=NC1)CN)F (5-(benzylthio)-3-fluoropyridin-2-yl)methanamine